(S)-1,2,3,4-tetrahydronaphthalene-1-carboxylic acid [C@@H]1(CCCC2=CC=CC=C12)C(=O)O